ClC=1C(=C(C=CC1)NC1=C(NC2=C1C(NCC2)=O)C2=C(C=NC=C2)C#CC(C)C)OC 4-(4-{3-[(3-chloro-2-methoxyphenyl)amino]-4-oxo-1H,5H,6H,7H-pyrrolo[3,2-c]pyridin-2-yl}pyridin-3-yl)-2-methylbut-3-yn